[5,7-difluoro-2-(4-fluorophenyl)-1H-indol-3-yl]-N-[(3S)-2-oxopyrrolidin-3-yl]butanamide FC=1C=C2C(=C(NC2=C(C1)F)C1=CC=C(C=C1)F)C(C(=O)N[C@@H]1C(NCC1)=O)CC